BrC=1C=C2CCN(CC2=CC1OC)S(=O)(=O)C1=CC=C(C)C=C1 6-bromo-7-methoxy-2-tosyl-1,2,3,4-tetrahydroisoquinoline